C(#N)C1=CC=C(C=C1)CS(=O)(=O)NC1=NC=C(C=C1)C1=NC=2C=NC(=NC2N(C1=O)C(C)C)N[C@@H]1CNC[C@H](C1)F 1-(4-cyanophenyl)-N-(5-(2-(((3S,5S)-5-fluoropiperidin-3-yl)amino)-8-isopropyl-7-oxo-7,8-dihydropteridin-6-yl)pyridin-2-yl)methanesulfonamide